9-(3,5-difluoro-4-(1-methyl-4-(trifluoromethyl)-1H-imidazol-2-yl)benzyl)-2-(2-isopropylphenyl)-7-methyl-7,9-dihydro-8H-purin-8-imine FC=1C=C(CN2C3=NC(=NC=C3N(C2=N)C)C2=C(C=CC=C2)C(C)C)C=C(C1C=1N(C=C(N1)C(F)(F)F)C)F